4-((allylamino)methyl)-N,N-dimethylaniline C(C=C)NCC1=CC=C(N(C)C)C=C1